BrC1=CC=C(C=C1)NCCCN(C)C N1-(4-bromophenyl)-N3,N3-dimethylpropan-1,3-diamine